BrC=1C=C2C(=NC=NN2C1)C1=CC2=C(C(CCCO2)NC(OC(C)(C)C)=O)C=C1 tert-butyl N-[8-(6-bromopyrrolo[2,1-f][1,2,4]triazin-4-yl)-2,3,4,5-tetrahydro-1-benzoxepin-5-yl]carbamate